(S)-4-{2-(4-ethylthiazol-2-yl)-2-[2-(methoxycarbonyl)acetylamino]Ethyl}phenyl-sulfamic acid C(C)C=1N=C(SC1)[C@H](CC1=CC=C(C=C1)NS(O)(=O)=O)NC(CC(=O)OC)=O